C(CCCCCCCCCC)(=O)OCCl Chloromethyl Undecanoate